5-fluoro-7-(2-methyl-2H-indazol-5-yl)-3-(piperidin-4-yl)cinnoline FC1=C2C=C(N=NC2=CC(=C1)C1=CC2=CN(N=C2C=C1)C)C1CCNCC1